C(C)OC(=O)C1=NN(C2=CC=CC(=C2C1=O)S(=O)(=O)CC(F)(F)F)C1=CC=C(C=C1)OC(F)(F)F.CC1(C(C2=CC=CC=C2CC1)=O)C dimethyl-tetralone ethyl-4-oxo-5-(2,2,2-trifluoroethylsulfonyl)-1-[4-(trifluoromethoxy)phenyl]cinnoline-3-carboxylate